BrC=1C=C(C(=NC1)C=1NC=C(N1)C(F)(F)F)F 5-bromo-3-fluoro-2-[4-(trifluoromethyl)-1H-imidazol-2-yl]pyridine